1-(tert-butyl)-4-methylbenzene C(C)(C)(C)C1=CC=C(C=C1)C